CO[W](OC)(OC)(OC)OC pentamethoxytungsten (V)